FC(COC1=C(C=CC=C1)CCN)(F)F 2-(2-(2,2,2-trifluoroethoxy)phenyl)ethan-1-amine